N-(3-methoxybenzyl)-N-(3-(4-methylpiperazin-1-yl)benzyl)-3-(morpholinomethyl)aniline COC=1C=C(CN(C2=CC(=CC=C2)CN2CCOCC2)CC2=CC(=CC=C2)N2CCN(CC2)C)C=CC1